FC1(CC(CC1)CCC1=NC2=C(N1C(=O)N)C=CC=C2N2CCN(CC2)C2CN(C2)C)F (2-(3,3-Difluorocyclopentyl)ethyl)-4-(4-(1-methylazetidin-3-yl)piperazin-1-yl)-1H-benzo[d]imidazole-1-carboxamide